ONCC1=CC=C(C=C1)NC=1C=NC(=CC1)C(C)C N-(4-((hydroxyamino)methyl)phenyl)-6-isopropylpyridin-3-amine